4-chloro-2-(4-(4-fluorophenoxy)phenyl)-5-((((3R,4S)-4-oxido-1,4-oxathian-3-yl)methyl)amino)pyridazin-3(2H)-one ClC=1C(N(N=CC1NC[C@@H]1COCC[S@@]1=O)C1=CC=C(C=C1)OC1=CC=C(C=C1)F)=O